N-(2-(dimethylamino)ethyl)-N-ethylpicolinamide CN(CCN(C(C1=NC=CC=C1)=O)CC)C